NC=1C=C(C(=C(C1)[C@@H](C)NC1=NC(=NC2=CC(=C(C=C12)OC)CN1CCOCC1)C)F)C(F)F (R)-N-(1-(5-amino-3-(difluoromethyl)-2-fluorophenyl)ethyl)-6-methoxy-2-methyl-7-(morpholinylmethyl)quinazolin-4-amine